CS(=O)(=O)NC1=C(C(=O)O)C=CC=C1 2-methanesulfonamidobenzoic acid